FC1(CN(CC1)C(C)C1=CC=C(C=N1)CN)F (6-(1-(3,3-difluoropyrrolidin-1-yl)ethyl)pyridin-3-yl)methylamine